BrC1=NC=CC(=C1)C1=NOC(=N1)C(F)(F)F 3-(2-bromopyridin-4-yl)-5-(trifluoromethyl)-1,2,4-oxadiazole